CP(=O)(C)C1=CN(C2=CC=C(C=C12)N1C(NC2=C(C1=O)C1=C(S2)CCCCC1)=O)C 3-(3-(dimethylphosphoryl)-1-methyl-1H-indol-5-yl)-1,5,6,7,8,9-hexahydro-2H-cyclohepta[4,5]thieno[2,3-d]pyrimidine-2,4(3H)-dione